C(C(C)C)(=O)OC(CCCC)OC(C(C)C)=O pentanediol diisobutanoate